1-(3-(4-methyl-5-phenyl-4H-1,2,4-triazol-3-yl)propyl)-3-(2-methyl-cyclohexyl)urea CN1C(=NN=C1C1=CC=CC=C1)CCCNC(=O)NC1C(CCCC1)C